C(C(=C)C)(=O)ON1C(CCC1=O)=O N-(methacryloyloxy)succinimide